COC1=C(C=CC=C1C=1C=NN(C1)[C@H]1C(NCCC1)=O)C1=NN(C2=CN=C(C=C21)NC(=O)C2CC2)C (R)-N-(3-(2-methoxy-3-(1-(2-oxopiperidin-3-yl)-1H-pyrazol-4-yl)phenyl)-1-methyl-1H-pyrazolo[3,4-c]pyridin-5-yl)cyclopropanecarboxamide